C(C)(C)(C)NS(=O)(=O)C=1C=C(C=CC1C1=CN=C(S1)C1CCC(CC1)NC(=O)OC(C)C)NC(O)=O.BrC1C(CC)O1 epoxybromobutane N-[3-(tert-butylsulfamoyl)-4-[2-[4-(isopropoxycarbonylamino)cyclohexyl]thiazol-5-yl]phenyl]carbamate